(2r,3r,4s,5r,6s)-2-(hydroxymethyl)-4-(4-(3,4,5-trifluorophenyl)-1H-1,2,3-triazol-1-yl)-1,7-dioxaspiro[5.5]undecane-3,5-diol OC[C@H]1O[C@@]2([C@@H]([C@H]([C@H]1O)N1N=NC(=C1)C1=CC(=C(C(=C1)F)F)F)O)OCCCC2